N-(2-Oxo-3-(pyridine-4-yl)propyl)-3-(trifluoromethyl)cyclobutane-1-carboxamide O=C(CNC(=O)C1CC(C1)C(F)(F)F)CC1=CC=NC=C1